C(C)(=O)C1=NN(C2=CC=C(C=C12)C=1C=NC(=NC1)C)CC(=O)N1C2CCC(C1C(=O)NC1=NC(=CC=C1)Br)CC2 (1s,4s)-2-(2-(3-acetyl-5-(2-methylpyrimidin-5-yl)-1H-indazol-1-yl)acetyl)-N-(6-bromopyridin-2-yl)-2-azabicyclo[2.2.2]octane-3-carboxamide